C[C@@H]1CC[C@H]([C@@H]2[C@H]1CCC(=C2)C)C(=C)CO The molecule is a monocarboxylic acid that is prop-2-en-1-ol acid which is substituted at position 2 by a 4,7-dimethyl-1,2,3,4,4a,5,6,8a-octahydronaphthalen-1-yl group (the 1S,4R,4aS,8aR diastereoisomer). It is a sesquiterpenoid precursor of artemisinin, obtained from sweet wormwood, Artemisia annua. It is a carbobicyclic compound, a sesquiterpenoid, a primary allylic alcohol and a member of octahydronaphthalenes.